FC(C=1C=CC(=NC1)CNC12COC(C1)C2)(F)F N-((5-(trifluoromethyl)pyridin-2-yl)methyl)-2-oxabicyclo[2.1.1]hexan-4-amine